ClC1(C(C1)C=1NC=C(N1)CC1=CC=NC=C1)Cl 4-((2-(2,2-dichlorocyclopropyl)-1H-imidazol-4-yl)methyl)pyridine